C(=O)(O)C1OCC(CC1)C(=O)O 2,5-dicarboxyl-tetrahydropyran